3-[3-(2-Chloro-6-methyl-4-pyridyl)-5-[[(1R)-2-hydroxy-1-methyl-ethyl]amino]pyrazolo[1,5-a]pyrimidin-2-yl]benzonitrile ClC1=NC(=CC(=C1)C=1C(=NN2C1N=C(C=C2)N[C@@H](CO)C)C=2C=C(C#N)C=CC2)C